C(OCCCl)(=O)Cl carbonochloridic acid, 2-chloroethyl ester